OC[C@H]1O[C@@H]([C@@H]([C@H]([C@H]1O)N1N=NC(=C1)C1=C(C(=C(C=C1)F)F)F)OC)CC1=CC(=NO1)C1(CCCC1)C (2R,3R,4S,5R,6R)-2-(hydroxymethyl)-5-methoxy-6-((3-(1-methylcyclopentyl)isoxazol-5-yl)methyl)-4-(4-(2,3,4-trifluorophenyl)-1H-1,2,3-triazol-1-yl)tetrahydro-2H-pyran-3-ol